FC=1C=C(C=NC1)C=1SC(=CN1)C1=CC=CC(=N1)C1=NC=CC=N1 2-[6-[2-(5-fluoro-3-pyridyl)-5-thiazolyl]-2-pyridyl]Pyrimidine